ClC=1C=CC(=C(C1)C=1C=C(C=2OCCNC2N1)C=1C=C(C=NC1)C(=O)NCCN1CCN(CC1)C(=O)OC(C)(C)C)F tert-butyl 4-[2-({5-[6-(5-chloro-2-fluorophenyl)-2H,3H,4H-pyrido[3,2-b][1,4]oxazin-8-yl]pyridin-3-yl}formamido)ethyl]piperazine-1-carboxylate